N3,N9-bis(phenyl)-7,7-dimethyl-N3,N9-bis(1-naphthyl)-7H-benz[de]anthracene-3,9-diamine C1(=CC=CC=C1)N(C=1C=CC2=C3C1C=CC=C3C(C=3C=C(C=CC23)N(C2=CC=CC3=CC=CC=C23)C2=CC=CC=C2)(C)C)C2=CC=CC3=CC=CC=C23